COC(C1CCN(CC1)C1=NOC(=C1)[C@H](C(=O)N1[C@@H](C[C@H](C1)O)C(=O)N[C@@H](C)C1=CC=C(C=C1)C=1N(N=CC1)C)C(C)C)OC (2S,4R)-1-[(2R)-2-[3-[4-(Dimethoxymethyl)-1-piperidyl]isoxazole-5-yl]-3-methyl-butanoyl]-4-hydroxy-N-[(1S)-1-[4-(2-methylpyrazol-3-yl)phenyl]ethyl]pyrrolidine-2-carboxamide